(S)-4-(4-Cyanophenoxy)-N-(7-((3-hydroxyoxetan-3-yl)ethynyl)-5-methyl-4-oxo-2,3,4,5-tetrahydrobenzo[b][1,4]oxazepin-3-yl)picolinamid C(#N)C1=CC=C(OC2=CC(=NC=C2)C(=O)N[C@@H]2C(N(C3=C(OC2)C=CC(=C3)C#CC3(COC3)O)C)=O)C=C1